tert-butyl (5-((4-bromophenyl)thio)-2-nitrophenyl)carbamate BrC1=CC=C(C=C1)SC=1C=CC(=C(C1)NC(OC(C)(C)C)=O)[N+](=O)[O-]